3,3-diethyl-N-(4-methyl-3-(2-(5-((3-methylpyrazin-2-yl)amino)-1H-pyrazol-3-yl)ethyl)phenyl)pyrrolidine-1-carboxamide C(C)C1(CN(CC1)C(=O)NC1=CC(=C(C=C1)C)CCC1=NNC(=C1)NC1=NC=CN=C1C)CC